N-tert-butyl-2-(4-chlorophenyl)-2-(6-oxoindazolo[2,3-a]quinoxalin-5(6H)-yl)acetamide C(C)(C)(C)NC(C(N1C(C=2N(C=3C=CC=CC13)N=C1C=CC=CC12)=O)C1=CC=C(C=C1)Cl)=O